4,5-Dichloro-2-(2-trimethylsilylethoxymethyl)pyridazin-3-one ClC=1C(N(N=CC1Cl)COCC[Si](C)(C)C)=O